C(C1=CC=CC=C1)C=1NC(=NN1)C(=O)NC1=NC=CC(=C1)C=1C(=NC=C(C1)C)OCC 5-benzyl-N-(2-ethoxy-5-methyl-[3,4'-bipyridine]-2'-yl)-4H-1,2,4-triazole-3-carboxamide